methyl-4-methylene-2H,3H-pyrano[3,2-b]pyridine CC1CC(C2=NC=CC=C2O1)=C